O1CCN(CC1)C1=C2C(=NC(=C1)N1N=C(C=C1)C=1C=C(C=CC1)C)C=C(O2)CC(C(=O)N)(C)C ((7-morpholino-5-(3-(m-tolyl)-1H-pyrazol-1-yl)furo[3,2-b]pyridin-2-yl)methyl)isobutyramide